5-methyl-1-[2-(triethoxysilyl)ethyl]-1H-tetrazole CC1=NN=NN1CC[Si](OCC)(OCC)OCC